C(C)(C)(C)OC(NC[C@@H](COC1=CC(=CC=C1)S(=O)(=O)C1(CC1)CO)O)=O ((S)-2-hydroxy-3-(3-((1-(hydroxymethyl)cyclopropyl)sulfonyl)phenoxy)propyl)carbamic acid tert-butyl ester